7-chloro-4-(1-(5-(((3-chlorophenyl)amino)methyl)pyrimidin-2-yl)piperidin-4-yl)-1-methyl-1,4-dihydropyrido[2,3-b]pyrazine-2,3-dione ClC1=CC2=C(N(C(C(N2C)=O)=O)C2CCN(CC2)C2=NC=C(C=N2)CNC2=CC(=CC=C2)Cl)N=C1